N1C=NC=2C1=NC=C(N2)O 1H-imidazo[4,5-b]pyrazin-5-ol